[2-[(6,7-difluoro-4-methylsulfanyl-1H-indol-5-yl)oxy]-5-fluoro-4-[4-(4-methylchroman-4-yl)-1H-imidazol-2-yl]phenyl] trifluoromethanesulfonate FC(S(=O)(=O)OC1=C(C=C(C(=C1)F)C=1NC=C(N1)C1(CCOC2=CC=CC=C12)C)OC=1C(=C2C=CNC2=C(C1F)F)SC)(F)F